C1[C@@H]2[C@H]([C@H]([C@@H](O2)N3C4=NC=NC(=C4C=N3)N)O)OP(=O)(O1)O The molecule is a nucleoside 3',5'-cyclic phosphate that is cAMP in which the aza methine (C-H) group at positions 7 and 8 on the purine fragment are transposed. It is a nucleoside 3',5'-cyclic phosphate and a pyrazolopyrimidine.